FN1C(C=C(C=C1C)C)C N-fluoro-2,4,6-trimethylpyridine